F[C@@H]1C[C@](CNC1)(O)C (3R,5R)-5-fluoro-3-methylpiperidin-3-ol